N-(1-bicyclo[1.1.1]pentanyl)isoxazole-3-carboxamide C12(CC(C1)C2)NC(=O)C2=NOC=C2